C(C)(C)(C)OC(=O)N1CCN(CC1)CC=1N=NN(C1)[C@@H](C(C)(C)C)C(=O)N1[C@@H](C[C@H](C1)O)C(NC)=O 4-[[1-[(1S)-1-[(2S,4r)-4-hydroxy-2-(methylcarbamoyl)pyrrolidine-1-carbonyl]-2,2-dimethyl-propyl]triazol-4-yl]methyl]piperazine-1-carboxylic acid tert-butyl ester